N-[2-(dichloromethyl)benzene-1-sulfonyl]-4-fluoro-6-(3-fluoroazetidin-1-yl)-1-benzofuran-2-carboxamide ClC(C1=C(C=CC=C1)S(=O)(=O)NC(=O)C=1OC2=C(C1)C(=CC(=C2)N2CC(C2)F)F)Cl